FC(C=1C(=C(C=CC1)[C@@H](C)NC1=CC=NC2=CC=C(C=C12)[C@@]1(CN(CC1)C(=O)OC)OC)F)F methyl (S)-3-(4-(((R)-1-(3-(difluoromethyl)-2-fluorophenyl)ethyl)amino)quinolin-6-yl)-3-methoxypyrrolidine-1-carboxylate